C1(=C(C=CC=C1)C1=C(C(=NN=N1)C1=NSC2=CC3=C(C=CC=4C=5C=CC=CC5CC34)C2=C1)C1=CC=CC=C1)C1=CC=CC=C1 [(biphenylyl)phenyltriazinyl]thiaazaindenofluorene